C(CCCCCCCCCC(C)C)N isotridecanamine